ClC=1C(=C(CNC(CN(C(CN2N=C(C3=CC(=CC=C23)NC(=O)N2CC(CCC2)(F)F)C(C)O)=O)C2CC2)=O)C=CC1)F N-(1-(2-((2-((3-chloro-2-fluorobenzyl)amino)-2-oxoethyl)(cyclopropyl)amino)-2-oxoethyl)-3-(1-hydroxyethyl)-1H-indazol-5-yl)-3,3-difluoropiperidine-1-carboxamide